ClC=1C=C2C(C(=CN(C2=CC1N1[C@H](CCC1)CN1C(OC[C@H]1C(C)C)=O)C1(CC1)C)C(=O)O)=O 6-chloro-7-((R)-2-(((R)-4-isopropyl-2-oxooxazolidin-3-yl)methyl)pyrrolidin-1-yl)-1-(1-methylcyclopropyl)-4-oxo-1,4-dihydro-quinoline-3-carboxylic acid